Canavaninosuccinate N([C@@H](CCONC(=N)N)C(=O)O)C(C(=O)[O-])CC(=O)[O-]